FC(C(C(C(F)(F)F)(F)F)(F)F)(C(C)CCC)F 2-(perfluorobutyl)-pentane